2'-deoxy-5-(3,4-methylenedioxyphenyl)uridine C1OC=2C=C(C=CC2O1)C=1C(NC(N([C@H]2C[C@H](O)[C@@H](CO)O2)C1)=O)=O